3-(5-(6-hydroxyhexyl)-1-oxoisoindolin-2-yl)piperidine-2,6-dione OCCCCCCC=1C=C2CN(C(C2=CC1)=O)C1C(NC(CC1)=O)=O